tert-butyl 6-bromo-2-methoxy-3',6'-dihydro-[3,4'-bipyridine]-1'(2'H)-carboxylate BrC1=CC=C(C(=N1)OC)C=1CCN(CC1)C(=O)OC(C)(C)C